FC(C=1C=C(C=NC1N1N=CC=N1)N)F 5-(difluoromethyl)-6-(2H-1,2,3-triazol-2-yl)pyridin-3-amine